N,N-dibutylbenzylamine C(CCC)N(CCCC)CC1=CC=CC=C1